N-(4-((3-((4,4-difluoro-butan-2-yl)amino)-1H-pyrazolo[3,4-b]pyridin-4-yl)oxy)-3-fluoro-phenyl)-5-(4-fluoro-phenyl)-1-methyl-4-oxo-1,4-dihydropyridine-3-carboxamide FC(CC(C)NC1=NNC2=NC=CC(=C21)OC2=C(C=C(C=C2)NC(=O)C2=CN(C=C(C2=O)C2=CC=C(C=C2)F)C)F)F